5-bromo-1-methyl-2-oxo-N-(2-pyridinyl)quinoline-3-carboxamide lithium [Li].BrC1=C2C=C(C(N(C2=CC=C1)C)=O)C(=O)NC1=NC=CC=C1